C(CC)C(C(=O)N)CCC dipropylacetoamide